C(C)(C)OC1=CC=C2C(=C1)CN(C(C21CCN(CC1)C1CCC(CC1)C(C)C)=O)CCNS(=O)(=O)C N-(2-(7-isopropoxy-1'-((1s,4s)-4-isopropylcyclohexyl)-3-oxo-1H-spiro[isoquinoline-4,4'-piperidin]-2(3H)-yl)ethyl)methanesulfonamide